N1=CC=C(C=C1)CSCCOCCSCC1=CC=NC=C1 1,9-Bis(4-pyridyl)-5-oxa-2,8-dithianonan